N'-(2-FORMYL-1H-INDOL-3-YL)-N,N-DIMETHYLIMIDOFORMAMIDE CN(C)C=NC1=C(NC2=CC=CC=C21)C=O